NC1=C(SC=C1)C(=O)OC methyl 3-Amino-2-thiophenecarboxylate